6-hydroxy-7,9,12-heptadecatriene OC(CCCCC)C=CC=CCC=CCCCC